SC(CC(=O)O)C.SC(CC(=O)O)C.SC(CC(=O)O)C.C(O)C(CC)(CO)CO Trimethylolpropane Tris(3-Mercaptobutyrate)